1-(2-methoxy-4-(trifluoromethyl)phenyl)pyrrolo[1,2-d][1,2,4]triazin-4(3H)-one COC1=C(C=CC(=C1)C(F)(F)F)C=1C=2N(C(NN1)=O)C=CC2